2,5-Difluoro-N-(1H-pyrazolo[3,4-b]pyridin-5-yl)benzenesulfonamide FC1=C(C=C(C=C1)F)S(=O)(=O)NC=1C=C2C(=NC1)NN=C2